ETHYLDECADIENOAT C(C)OC(C=CC=CCCCCC)=O